C(#N)C(C(=O)O)=C(C1=CC=CC=C1)C1=CC=CC=C1 2-cyano-3,3-diphenylacrylic acid